N-(2-hydroxyethyl)p-toluidine OCCNC1=CC=C(C=C1)C